(S)-3-(5-bromo-2-(2-(1-methoxyethyl)pyridin-3-yl)-1H-indol-3-yl)-2,2-dimethylpropanoic acid BrC=1C=C2C(=C(NC2=CC1)C=1C(=NC=CC1)[C@H](C)OC)CC(C(=O)O)(C)C